4-(2-(4-bromophenoxy)-4-methyl-5-nitrophenyl)-6-methyl-1,6-dihydro-7H-pyrrolo[2,3-C]pyridin-7-one BrC1=CC=C(OC2=C(C=C(C(=C2)C)[N+](=O)[O-])C=2C3=C(C(N(C2)C)=O)NC=C3)C=C1